2-Trifluoromethylbenzoic acid-(Didodecahexaenamidoethyl) ester C(C=C=C=C=C=C=CCCCC)(=O)NC(COC(C1=C(C=CC=C1)C(F)(F)F)=O)NC(C=C=C=C=C=C=CCCCC)=O